2-(bromomethyl)-1-chloro-3-nitrobenzene BrCC1=C(C=CC=C1[N+](=O)[O-])Cl